C1CC12C(CNCC2)CCCCNC2=NC(=CC(=N2)NC(C2=C(C=C(C=C2)Br)F)=O)C N-(2-((4-(6-azaspiro[2.5]octan-4-yl)butyl)amino)-6-methylpyrimidin-4-yl)-4-bromo-2-fluorobenzamide